CC1=C(C=CC=C1)[C@H]1N(CCC1)C1CC2(C1)CCN(CC2)C2=CC=C(C(=O)[O-])C=C2 4-{2-[(2S)-2-(2-methylphenyl)pyrrolidin-1-yl]-7-azaspiro[3.5]nonan-7-yl}benzoate